Cl.N1CCC(CC1)NC(=O)C1CCCC1 N-(piperidin-4-yl)cyclopentanecarboxamide hydrochloride